amino-4-fluoro-4-methylpentanoate NC(C(=O)[O-])CC(C)(C)F